FC(C=1C=C2C=CC=C(C2=CC1)C1=CC=CC2=CC(=CC=C12)C(F)(F)F)(F)F 6,6'-bis(trifluoromethyl)-[1,1'-binaphthyl]